NCC(=O)OC methyl L-glycinate